C1CC12NCC[C@@H](C2)OC=2N=CC(=NC2)C2=C(C=C(C=C2)N2C=NC=C2)O (S)-2-(5-((4-azaspiro[2.5]oct-7-yl)oxy)pyrazin-2-yl)-5-(1H-imidazol-1-yl)phenol